CC1(CCC(N(C1)C(C(=O)NC=1C=C(C(=NC1)NC(OC(C)(C)C)=O)C)=O)C1=CC=CC=C1)C tert-butyl (5-(2-(5,5-dimethyl-2-phenylpiperidin-1-yl)-2-oxoacetamido)-3-methylpyridin-2-yl)carbamate